ClC1=NC2=CC=CC=C2C(=N1)N[C@@H](C[C@@H]1CC[C@H](CC1)C1=CC=NC2=CC=C(C=C12)F)C 2-chloro-4-(((R)-1-((trans)-4-(6-fluoroquinolin-4-yl)cyclohexyl)propan-2-yl)amino)quinazolin